O=C1NC(CCC1N1C(C2=C(C=C(C=C2C1=O)CN1CCC(CC1)N1CCN(CC1)C1=NC(=C(C(=O)N)C=C1)C1=CC=C(C=C1)OC1=CC=CC=C1)F)=O)=O 6-(4-(1-((2-(2,6-dioxopiperidin-3-yl)-7-fluoro-1,3-dioxoisoindolin-5-yl)methyl)piperidin-4-yl)piperazin-1-yl)-2-(4-phenoxyphenyl)nicotinamide